NCC(CN(CC1=CC=C(C=C1)OC)C1CC2=CC=CC=C2C1)O 1-amino-3-((2,3-dihydro-1H-inden-2-yl)(4-methoxybenzyl)amino)propan-2-ol